4-(6-chloro-1-(4-fluoro-3-methylphenyl)-4-hydroxy-2-(tetrahydro-2H-pyran-4-yl)-1H-indol-3-yl)benzoic acid ClC1=CC(=C2C(=C(N(C2=C1)C1=CC(=C(C=C1)F)C)C1CCOCC1)C1=CC=C(C(=O)O)C=C1)O